(E)-4-(4-fluorophenyl)-2-o-chlorostyrenyl-thiazole FC1=CC=C(C=C1)C=1N=C(SC1)\C=C\C1=C(C=CC=C1)Cl